OC[C@@H](C1=CC=C(C=C1)C=1C(=NC=CC1)C)NC(OC(C)(C)C)=O tert-butyl (R)-(2-hydroxy-1-(4-(2-methylpyridin-3-yl)phenyl)ethyl)carbamate